C(C)(C)(C)OC(N[C@@H]1C(N(C2=C(OC1)C=CC(=C2)OCC2=CC(=NC=C2)OC)C)=O)=O (S)-(7-((2-methoxypyridin-4-yl)methoxy)-5-methyl-4-oxo-2,3,4,5-tetrahydrobenzo[b][1,4]oxazepin-3-yl)carbamic acid tert-butyl ester